BrC1=CC(=C(CN2C(C3=C(C=CC=C3C2([2H])[2H])F)=O)C(=C1)F)F 2-(4-bromo-2,6-difluorobenzyl)-7-fluoroisoindolin-1-one-3,3-d2